bromobenzo[d][1,3]dioxol BrC1OC2=C(O1)C=CC=C2